N-(4-((3-(2-aminopyrimidin-5-yl)-5-morpholinophenyl)sulfonyl)phenyl)acetamide NC1=NC=C(C=N1)C=1C=C(C=C(C1)N1CCOCC1)S(=O)(=O)C1=CC=C(C=C1)NC(C)=O